3-(2-chloro-5-(methoxycarbonyl)phenyl)-1,4-oxazepan-4-carboxylic acid tert-butyl ester C(C)(C)(C)OC(=O)N1C(COCCC1)C1=C(C=CC(=C1)C(=O)OC)Cl